5-chloro-4-fluoro-6-methyl-1H-pyrrolo[2,3-b]Pyridine-2-carboxylic acid methyl ester COC(=O)C1=CC=2C(=NC(=C(C2F)Cl)C)N1